6-(4-methoxyphenyl)-N-[(3S)-1-pentylpyrrolidin-3-yl]-1H-indole-2-carboxamide COC1=CC=C(C=C1)C1=CC=C2C=C(NC2=C1)C(=O)N[C@@H]1CN(CC1)CCCCC